NC1(CCC1)C1=CC=C(C=C1)N1C(=NC=2C1=NC(=CC2)C=2C=C(C=CC2)CCC(=O)NCCNC2=C1C(N(C(C1=CC=C2)=O)C2C(NC(CC2)=O)=O)=O)C=2C(=NC=CC2)N 3-(3-(3-(4-(1-aminocyclobutyl)phenyl)-2-(2-aminopyridin-3-yl)-3H-imidazo[4,5-b]pyridin-5-yl)phenyl)-N-(2-((2-(2,6-dioxopiperidin-3-yl)-1,3-dioxoisoindolin-4-yl)amino)ethyl)propanamide